[11CH3]OC=1C=CC(=NC1)COC=1C=CC2=C(N=C(O2)C=2C=NC=CC2)C1 5-[(5-[11C]-Methoxypyridin-2-yl)methoxy]-2-(pyridin-3-yl)-1,3-benzoxazole